C(C)SC1=NC(=CC(=C1C(=O)NCC1=CC(=CC=C1)F)C)N1CC2=CC=CC=C2CC1 2-Ethylsulfanyl-N-[(3-fluorophenyl)-methyl]-4-methyl-6-(1,2,3,4-tetrahydro-isoquinolin-2-yl)-pyridine-3-carboxylic acid amide